8-Chloro-N-(4,4-difluorocyclohexyl)-9-methyl-5,6-dihydrobenzo[f]imidazo[1,5-d][1,4]oxazepine-10-carboxamide ClC1=C(C(=CC=2C=3N(CCOC21)C=NC3)C(=O)NC3CCC(CC3)(F)F)C